BrC1=NN(C2=NC=NC(=C21)N)CC(F)(F)F 3-Bromo-1-(2,2,2-trifluoroethyl)-1H-pyrazolo[3,4-d]pyrimidin-4-ylamine